C(C)(C)C=1N=COC1 (S)-4-isopropyl-oxazole